OCCN1N=CC(=C1)C=1C=C(C=CC1)NC(=O)C=1SC=CC1 N-(3-(1-(2-hydroxyethyl)-1H-pyrazol-4-yl)phenyl)thiophene-2-carboxamide